4-(4-acetamidobenzyl)-N-hydroxy-3-oxo-3,4-dihydro-2H-benzo[b][1,4]oxazine-6-carboxamide C(C)(=O)NC1=CC=C(CN2C3=C(OCC2=O)C=CC(=C3)C(=O)NO)C=C1